tert-butyl 4-(4-fluoro-3-hydroxy-7-methyl-1-oxo-3H-2-benzofuran-5-yl)piperidine-1-carboxylate FC1=C(C=C(C=2C(OC(C21)O)=O)C)C2CCN(CC2)C(=O)OC(C)(C)C